FC1=CC=C(C(=O)OC(C)(C)C)C=C1 2-methylpropan-2-yl 4-fluorobenzoate